C[C@@H]1CN(C[C@@H](O1)C)C1=NC=2N(C=C1)N=CC2C(=O)O 5-[(2R,6S)-2,6-dimethylmorpholin-4-yl]pyrazolo[1,5-a]pyrimidine-3-carboxylic acid